C(C)C1=NC2=C(C=3C=C(C(=CC13)OC)OC)C(NC2=O)=O 5-Ethyl-7,8-dimethoxy-1H-pyrrolo[3,4-c]isoquinoline-1,3(2H)-dione